C(C)(=O)C1=CN(C2=CC(=CC=C12)C(=O)N=[N+]=[N-])CC(=O)N(C1CC1)CC(=O)NCC1=C(C(=CC=C1)Cl)F 3-acetyl-1-(2-((2-((3-chloro-2-fluorobenzyl)amino)-2-oxoethyl)(cyclopropyl)amino)-2-oxoethyl)-1H-indole-6-carbonyl azide